N'-Hydroxy-5-((1-methyl-3-(5-(trifluoromethyl)pyridin-2-yl)-1H-pyrazol-5-yl)amino)picolinimidamide ON=C(C1=NC=C(C=C1)NC1=CC(=NN1C)C1=NC=C(C=C1)C(F)(F)F)N